FC=1C=C(C=CC1F)C1=C(C=CC(=C1)F)C1=C(C(=NN1C)C(F)F)C(=O)N (3',4'-difluoro-5-fluorobiphenyl-2-yl)-1-methyl-3-difluoromethyl-1H-pyrazole-4-carboxamide